CC1=C(C[C@H](N)C(=O)O)C=CC(=C1C)O 2,3-dimethyltyrosine